C1(CC1)C=1N=C2C(=NC(=NC2=NC1C(=O)O)C1C[C@@H](OCC1)C=1C=NN(C1)C1CC1)C1=C(C=C(C=C1)F)F 6-cyclopropyl-2-[(2R)-2-(1-cyclopropylpyrazol-4-yl)tetrahydropyran-4-yl]-4-(2,4-difluorophenyl)pteridine-7-carboxylic acid